2-(4-methylpiperazin-1-yl)propanamide Saccharine Salt S1(=O)(=O)NC(=O)C2=CC=CC=C12.CN1CCN(CC1)C(C(=O)N)C